N-(2-((2R,4R)-4-fluoropyrrolidin-2-yl)imidazo[1,2-a]pyrazin-6-yl)-1-methyl-1H-indazole-5-carboxamide trifluoroacetate FC(C(=O)O)(F)F.F[C@@H]1C[C@@H](NC1)C=1N=C2N(C=C(N=C2)NC(=O)C=2C=C3C=NN(C3=CC2)C)C1